[4-(2-{4-[3-(3-tert-butyl-isoxazol-5-yl)-ureido]-3-fluoro-phenyl}-ethyl)-pyridin-2-yl]-amide C(C)(C)(C)C1=NOC(=C1)NC(NC1=C(C=C(C=C1)CCC1=CC(=NC=C1)[NH-])F)=O